benzyl 8-(1-tert-butoxycarbonyl-3,3-difluoro-2,6-dihydropyridin-4-yl)-2,3-dihydro-1,4-benzoxazine-4-carboxylate C(C)(C)(C)OC(=O)N1CC(C(=CC1)C1=CC=CC=2N(CCOC21)C(=O)OCC2=CC=CC=C2)(F)F